ClC=1C=C(C=C(C1)NS(=O)(=O)C)C1N(C(CC1C(=O)N)C1=NC=C(C=C1F)O[C@@H]1CN(CC1)C)C (3-chloro-5-methanesulfonamidophenyl)-5-(3-fluoro-5-{[(3S)-1-methylpyrrolidin-3-yl]oxy}pyridin-2-yl)-1-methylpyrrolidine-3-carboxamide